6,7-Dihydro-5H-pyrrolo[1,2-a]imidazol-6-yl(8-amino-7-fluoro-6-(8-methyl-2,3-dihydro-1H-pyrido[2,3-b][1,4]oxazin-7-yl)isoquinolin-3-yl)carbamate N1=C2N(C=C1)CC(C2)OC(NC=2N=CC1=C(C(=C(C=C1C2)C2=C(C1=C(OCCN1)N=C2)C)F)N)=O